Pentafluorononandiol FC(C(C(O)(O)F)(F)F)(CCCCCC)F